ClC1=C(N=C(NC1=O)C1=CC(=NC=C1)F)N1CCNCC(C1)=O 1-[5-chloro-2-(2-fluoro-4-pyridyl)-6-oxo-1H-pyrimidin-4-yl]-1,4-diazepan-6-one